2-acetyl-5-methyl-thiazole C(C)(=O)C=1SC(=CN1)C